bis(2-n-butyl-4-phenyl-indenyl)zirconium dichloride [Cl-].[Cl-].C(CCC)C=1C(C2=CC=CC(=C2C1)C1=CC=CC=C1)[Zr+2]C1C(=CC2=C(C=CC=C12)C1=CC=CC=C1)CCCC